C(C)OC(C(CN1C(CN=C(C2=C1C=CC(=C2Cl)Br)C2=C(C=CC=C2F)F)=N)=O)=O 3-[7-bromo-6-chloro-5-(2,6-difluorophenyl)-2-imino-3H-1,4-benzodiazepine-1-Yl]-2-oxo-propionic acid ethyl ester